N-(4-fluoro-2-methanesulfonylphenyl)-6-[1-(trifluoromethyl)cyclopropyl]pyridine-3-carboxamide FC1=CC(=C(C=C1)NC(=O)C=1C=NC(=CC1)C1(CC1)C(F)(F)F)S(=O)(=O)C